CC(\C(\C)=N\OCC(=O)O)(C)C (E)-2-(((3,3-dimethylbut-2-ylidene)amino)oxy)acetic acid